C(C=CC1=CC=CC=C1)(=O)NCCOCCOCCNC(OC(C)(C)C)=O tert-Butyl (2-(2-(2-cinnamamidoethoxy)ethoxy)ethyl)carbamate